[Si](C)(C)(C(C)(C)C)O[C@@H]1C[C@@H](N(C1)C(=O)OCC1=CC=CC=C1)C(=O)OC (2R,4R)-1-Benzyl 2-methyl 4-((tert-butyldimethylsilyl)oxy)pyrrolidine-1,2-dicarboxylate